C(C)(C)(C)OC(=O)N1C(CCCC1)CCC1CCN(CC1)C1=C(C=C(C=C1)NC1C(NC(CC1)=O)=O)F [2-[1-[4-[(2,6-dioxo-3-piperidinyl)amino]-2-fluoro-phenyl]-4-piperidinyl]ethyl]piperidine-1-carboxylic acid tert-butyl ester